N1(CCC1)C/C=C/C(=O)N1CC2=CC(=CC=C2CC1)OC1=CC=C(C=C1)C(F)(F)F (E)-4-(azetidin-1-yl)-1-(7-(4-(trifluoromethyl)phenoxy)-3,4-dihydroisoquinolin-2(1H)-yl)but-2-en-1-one